1-(3-methyl-3-(4-(trifluoromethyl)styryl)azetidin-1-yl)prop-2-en-1-one CC1(CN(C1)C(C=C)=O)C=CC1=CC=C(C=C1)C(F)(F)F